N-(4-aminopyridin-2-yl)-3-(4-methylpiperazin-1-yl)propanamide NC1=CC(=NC=C1)NC(CCN1CCN(CC1)C)=O